(2S)-2-(methylamino)butanoic acid methyl ester COC([C@H](CC)NC)=O